ClC=1C=CC(=C(C1)C1=CC(=C(N=N1)C)NC1=CC=NC2=CC(=C(C=C12)C(=O)OC)OCCN1CCN(CC1)C)F methyl 4-{[6-(5-chloro-2-fluorophenyl)-3-methylpyridazin-4-yl]amino}-7-[2-(4-methylpiperazin-1-yl)ethoxy]quinoline-6-carboxylate